2-((((cis)-4-methoxycyclohexyl)thio)methyl)-8-methylquinazolin-4(3H)-one CO[C@H]1CC[C@H](CC1)SCC1=NC2=C(C=CC=C2C(N1)=O)C